(2-Cyclopropylethyl)-4-(isothiazol-5-yl)-1H-imidazole-1-carboxamide C1(CC1)CCC=1N(C=C(N1)C1=CC=NS1)C(=O)N